OCCCCCCS(=O)(=O)[O-].[Na+].CC(C)(C)[S@](=O)NC(C)C1=C(C(=CC=C1)C(F)(F)F)C (S)-2-methyl-N-(1-(2-methyl-3-(trifluoromethyl)phenyl)ethyl)propane-2-sulfinamide sodium 6-hydroxyhexane-1-sulfonate